5-Propoxyindole C(CC)OC=1C=C2C=CNC2=CC1